(S)-(4-(7-fluorobenzo[d]thiazol-2-yl)-6,7-dihydro-1H-imidazo[4,5-c]pyridin-5(4H)-yl)(pyrazolo[1,5-a]pyridin-3-yl)methanone FC1=CC=CC=2N=C(SC21)[C@H]2N(CCC1=C2N=CN1)C(=O)C=1C=NN2C1C=CC=C2